CCCCNP(=O)(N)N N-(n-butyl)phosphoric triamide